SCCCCCCCCCCCCO 12-mercapto-1-dodecanol